C(C)(C)(C)OC(=O)N1CC=2C=CC(=NC2CC1CCC1CCCCC1)S(=O)(=O)[O-].[Na+] sodium 6-(tert-Butoxycarbonyl)-7-(2-cyclohexylethyl)-5,6,7,8-tetrahydro-1,6-naphthyridine-2-sulfonate